tert-butyl (1-(1-(5-bromo-4-methylpyrimidin-2-yl)ethyl)-1H-pyrazol-4-yl)carbamate BrC=1C(=NC(=NC1)C(C)N1N=CC(=C1)NC(OC(C)(C)C)=O)C